methyl (R)-1'-methyl-2'-oxo-1,3-dihydrospiro[indene-2,3'-piperidine]-5-carboxylate CN1C([C@]2(CCC1)CC1=CC=C(C=C1C2)C(=O)OC)=O